C(C(=C)C)(=O)O.O(C1=CC=CC=C1)C(COCCO)O phenoxy-diethylene glycol methacrylate